4,5-dihydroxy-m-benzenedisulfonic acid disodium salt [Na+].[Na+].OC1=C(C=C(C=C1O)S(=O)(=O)[O-])S(=O)(=O)[O-]